ClC=1C(=NC=CC1)CC(=O)NC=1C=C(C2=CN(N=C2C1)C(F)F)S(N)(=O)=O 2-(3-chloropyridin-2-yl)-N-(2-(difluoromethyl)-4-sulfamoyl-2H-indazol-6-yl)acetamide